2-(2-chlorophenyl)-N-[4-(3,5-dimethyl-1,2-oxazol-4-yl)-3-sulfamoylphenyl]Acetamide ClC1=C(C=CC=C1)CC(=O)NC1=CC(=C(C=C1)C=1C(=NOC1C)C)S(N)(=O)=O